CC(C)N1CC(CC1)C(=O)O 1-(propan-2-yl)pyrrolidine-3-carboxylic acid